Cl.Cl.N[C@H](C(=O)NC1=CC=C2C=NN(C2=C1)C=1C=C(C=CC1)C)CCN (S)-2,4-diamino-N-(1-(m-tolyl)-1H-indazol-6-yl)butanamide dihydrochloride